C(C)(=O)C1=C(C2=C(N=C(N=C2)NC2=CC=C(C=N2)N2CCN(CC2)CC2=C(C=CC=C2)N2C(NC(CC2)=O)=O)N(C1=O)C1CCCC1)C 1-(2-((4-(6-((6-acetyl-8-cyclopentyl-5-methyl-7-oxo-7,8-dihydropyrido[2,3-d]pyrimidin-2-yl)amino)pyridin-3-yl)piperazin-1-yl)methyl)phenyl)dihydropyrimidine-2,4(1H,3H)-dione